N[C@H]1[C@@H](CCCC1)C(=O)OCC Ethyl trans-(1R,2R)-2-aminocyclohexanecarboxylate